pentaerythritol tetrakis(beta-(3,5-di-tert-butyl-2-hydroxyphenyl) propionate) C(C)(C)(C)C=1C(=C(C=C(C1)C(C)(C)C)CCC(=O)OCC(COC(CCC1=C(C(=CC(=C1)C(C)(C)C)C(C)(C)C)O)=O)(COC(CCC1=C(C(=CC(=C1)C(C)(C)C)C(C)(C)C)O)=O)COC(CCC1=C(C(=CC(=C1)C(C)(C)C)C(C)(C)C)O)=O)O